C(CC(O)(C(=O)[O-])CC(=O)[O-])(=O)[O-].[Nd+3] NEODYMIUM CITRATE